FC1=C(C(=NN1C)C)C(=O)NC1=C(C=CC=C1)C(C)CC(C)C 5-fluoro-1,3-dimethyl-N-[2-(4-methylpent-2-yl)phenyl]-1H-pyrazole-4-carboxamide